4H-2-benzothiophene C1SC=C2C1=CC=CC2